The molecule is an indole alkaloid that is sarpagan bearing a hydroxy group at position 17. It is an indole alkaloid, a primary alcohol and a tertiary amino compound. It derives from a sarpagan. C/C=C\\1/CN2[C@H]3C[C@@H]1[C@H]([C@H]2CC4=C3NC5=CC=CC=C45)CO